CC1=C(C=CC=C1C)N1CCN(CC1)C(C)=O 1-[4-(2,3-dimethylphenyl)piperazin-1-yl]ethan-1-one